trans-3-fluoro-5-[(3S)-2-[4-[(2-methylimidazo[1,2-a]pyridin-6-yl)methyl]cyclohexanecarbonyl]isoxazolidin-3-yl]benzonitrile FC=1C=C(C#N)C=C(C1)[C@H]1N(OCC1)C(=O)[C@@H]1CC[C@H](CC1)CC=1C=CC=2N(C1)C=C(N2)C